O=C1C=CCC(C1C(=O)OCC)CCCCC.[Na] sodium 3-oxo-4-(ethoxycarbonyl)-5-amyl-1-cyclohexene